O=C1N(CC2=C(C=CC=C12)SCC1=CC(=CC=C1)CN[C@@H]1[C@@]2(CC[C@H](C1)C2(C)C)C)C2C(NC(CC2)=O)=O 3-(1-oxo-4-((3-((((1R,2S,4R)-1,7,7-trimethylbicyclo[2.2.1]heptan-2-yl)amino)methyl)benzyl)thio)isoindolin-2-yl)piperidine-2,6-dione